CC(C(=O)OC=1C=C2C=C(NC2=CC1)CNC(=O)OC(C)(C)C)CC 2-(((tert-butoxycarbonyl)amino)methyl)-1H-indol-5-yl 2-methylbutaNoate